CN[Si]1(O[SiH](O[Si](O[SiH](O1)C)(C)NC)C)C 2,6-bis(methylamino)-2,4,6,8-tetramethylcyclotetrasiloxane